6-(4-Hydroxypiperidin-1-yl)-N-(5-((6-methoxy-7-(3-morpholinopropoxy)chinolin-4-yl)oxy)pyridin-2-yl)picolinamid OC1CCN(CC1)C1=CC=CC(=N1)C(=O)NC1=NC=C(C=C1)OC1=CC=NC2=CC(=C(C=C12)OC)OCCCN1CCOCC1